C(#N)C1=CC=C(C=C1)C1CCN(CC1)C(=O)C=1C(=CC(=C(C1)N1C=NC2=C1CC(C2)C(=O)NC)C)C (5-(4-(4-cyanophenyl)piperidine-1-carbonyl)-2,4-dimethylphenyl)-N-methyl-1,4,5,6-tetrahydrocyclopenta[d]Imidazole-5-carboxamide